N1=C(N=CC=C1)N(C1=CC=CC=C1C(=O)NCCCCCCS)C1=NC=CC=N1 6-(di(pyrimidin-2-yl)amino)-N-(6-mercaptohexyl)benzamide